N-(5-((6-((5-fluoropyridin-2-yl)oxy)-7-methoxypyrido[2,3-d]pyrimidin-2-yl)amino)-4-methoxy-2-((3aR,6aS)-5-methylhexahydropyrrolo[3,4-c]pyrrol-2(1H)-yl)phenyl)acrylamide FC=1C=CC(=NC1)OC1=CC2=C(N=C(N=C2)NC=2C(=CC(=C(C2)NC(C=C)=O)N2C[C@@H]3CN(C[C@@H]3C2)C)OC)N=C1OC